5-amino-N-{2-[3-amino-4-(1,1-difluoro-2-methoxyethyl)pyrrolidin-1-yl]-5,6,7,8-tetrahydroquinolin-6-yl}-2-methylthieno[2,3-d]pyrimidine-6-carboxamide NC1=C(SC=2N=C(N=CC21)C)C(=O)NC2CC=1C=CC(=NC1CC2)N2CC(C(C2)C(COC)(F)F)N